N1N=CC(=C1)C1=CC=C(C=C1)N1CC(CC1)CN1C(CCC1)=O 1-((1-(4-(1H-pyrazol-4-yl)phenyl)pyrrolidin-3-yl)methyl)pyrrolidin-2-one